BrC=1C=CC2=C(NC3(CCOCC3)NS2(=O)=O)C1 6-bromo-2',3',5',6'-tetrahydro-2H,4H-spiro[benzo[e][1,2,4]thiadiazine-3,4'-pyran]-1,1-dioxide